Methyl (R)-6-(8-ethyl-6-(1-methyl-1,2,3,4-tetrahydroisoquinoline-2-carbonyl)imidazo[1,2-b]pyridazin-2-yl)-5-fluoro-2H-chromene-3-carboxylate C(C)C=1C=2N(N=C(C1)C(=O)N1[C@@H](C3=CC=CC=C3CC1)C)C=C(N2)C=2C(=C1C=C(COC1=CC2)C(=O)OC)F